4-(2-formyl-6,9-dioxo-5-(4-(trifluoromethyl)benzyl)-2,5,8-triazaspiro[3.5]nonan-8-yl)benzonitrile C(=O)N1CC2(C1)N(C(CN(C2=O)C2=CC=C(C#N)C=C2)=O)CC2=CC=C(C=C2)C(F)(F)F